(1r,3r)-3-(hydroxymethyl)-3-nitrocyclobutane-1-carboxylic acid tert-butyl ester C(C)(C)(C)OC(=O)C1CC(C1)([N+](=O)[O-])CO